(S)-2-((S)-2-((t-butoxycarbonyl)amino)propionamido)propionic acid C(C)(C)(C)OC(=O)N[C@H](C(=O)N[C@H](C(=O)O)C)C